(R)-1-(4-(4-((1-(3-(1,1-difluoro-2-hydroxy-2-methylpropyl)-2-fluorophenyl)ethyl)amino)-7-methoxy-2-methylpyrido[2,3-d]pyrimidin-6-yl)-3,6-dihydropyridin-1(2H)-yl)ethan-1-one FC(C(C)(C)O)(F)C=1C(=C(C=CC1)[C@@H](C)NC=1C2=C(N=C(N1)C)N=C(C(=C2)C=2CCN(CC2)C(C)=O)OC)F